(PHOSPHONOOXY)NAPHTHALENE-2-CARBOXAMIDE P(=O)(O)(O)OC1=C(C=CC2=CC=CC=C12)C(=O)N